C(C)(C)C1=C(NC2=CN=C(C(=C21)C)C2CCNCC2)C=2C=C(C=1N(C2)N=CN1)OC 6-(3-isopropyl-4-methyl-5-(piperidin-4-yl)-1H-pyrrolo[2,3-c]pyridin-2-yl)-8-methoxy-[1,2,4]triazolo[1,5-a]pyridine